(1S,3S,5S)-2-(2-(4-(quinolin-5-ylamino)piperidin-1-yl)acetyl)-2-azabicyclo[3.1.0]hexane-3-carbonitrile N1=CC=CC2=C(C=CC=C12)NC1CCN(CC1)CC(=O)N1[C@H]2C[C@H]2C[C@H]1C#N